(2R,5S)-7-methyl-2-(4-methyl-6-(4-(trifluoromethyl)phenyl)pyrimidin-2-yl)-1,7-diazaspiro[4.4]nonan-6-one, sulfuric acid salt S(O)(O)(=O)=O.CN1C([C@]2(CC[C@@H](N2)C2=NC(=CC(=N2)C)C2=CC=C(C=C2)C(F)(F)F)CC1)=O